2-{3-[(3S)-3-(cyclobutylamino)pyrrolidin-1-yl]-1,2,4-triazin-6-yl}-5-(1H-pyrazol-4-yl)phenol dihydrochloride Cl.Cl.C1(CCC1)N[C@@H]1CN(CC1)C=1N=NC(=CN1)C1=C(C=C(C=C1)C=1C=NNC1)O